C(#N)C=1C(=NN(C1NCC1=CC=C(C=C1)C(N)=N)C(=O)C1=COC(=C1)C)C1N(C(C1)=O)C(C(C)(C)C)=O 4-[({4-cyano-3-[1-(2,2-dimethylpropanoyl)-4-oxoazetidin-2-yl]-1-(5-methylfuran-3-carbonyl)-1H-pyrazol-5-yl}amino)methyl]benzene-1-carboximidamide